4-[7-benzyloxy-3-(4-fluorophenyl)-2-tetrahydropyran-4-yl-indol-1-yl]Benzoic acid C(C1=CC=CC=C1)OC=1C=CC=C2C(=C(N(C12)C1=CC=C(C(=O)O)C=C1)C1CCOCC1)C1=CC=C(C=C1)F